ClC=1C=NC=C(C1[C@@H](C)OC=1C=C2C(=NNC2=CC1)C(=O)NC=1C=NN(C1)C[C@@H](C)O)Cl 5-((R)-1-(3,5-dichloropyridin-4-yl)ethoxy)-N-(1-((R)-2-hydroxypropyl)-1H-pyrazol-4-yl)-1H-indazole-3-carboxamide